(R)-N-(2-(5-chloro-1H-indol-3-yl)ethyl)-2-(1,4-dioxan-2-yl)acetamide ClC=1C=C2C(=CNC2=CC1)CCNC(C[C@H]1OCCOC1)=O